3-(4-{2'-ethoxy-[2,3'-bipyridine]-5-yl}-4-{[(3R)-1-methylpyrrolidin-3-yl]carbamoyl}piperidin-1-yl)-6-(trifluoromethyl)pyridine-2-carboxamide C(C)OC1=NC=CC=C1C1=NC=C(C=C1)C1(CCN(CC1)C=1C(=NC(=CC1)C(F)(F)F)C(=O)N)C(N[C@H]1CN(CC1)C)=O